N-(6-Chlorobenzo[d]isothiazol-3-yl)-2-fluorobenzamide ClC1=CC2=C(C(=NS2)NC(C2=C(C=CC=C2)F)=O)C=C1